5-bromo-3-fluoro-1,3-dimethylindolin-2-one BrC=1C=C2C(C(N(C2=CC1)C)=O)(C)F